3-Amino-7-cyclopropyl-4-(1H-indazol-4-yl)-1H-1,5-naphthyridin-2-one NC=1C(NC2=CC(=CN=C2C1C1=C2C=NNC2=CC=C1)C1CC1)=O